(7R)-2-{2-[1-(cyclopropylmethyl)-1H-indol-2-yl]-7-methoxy-1-{[1-(thiophene-2-carbonyl)azetidin-3-yl]methyl}-1H-1,3-benzodiazole-5-carbonyl}-2-azabicyclo[2.2.1]heptan-7-amine C1(CC1)CN1C(=CC2=CC=CC=C12)C1=NC2=C(N1CC1CN(C1)C(=O)C=1SC=CC1)C(=CC(=C2)C(=O)N2C1CCC(C2)[C@H]1N)OC